2-(bromomethyl)-2-(hydroxymethyl)propane-1,3-diol BrCC(CO)(CO)CO